FCC(CN(CCC(C(=O)O)NC(=O)C1(CC1)C1=NC=CN=C1CF)CCCCC1=NC=2NCCCC2C=C1)OC 4-[[3-fluoro-2-methoxy-propyl]-[4-(5,6,7,8-tetrahydro-1,8-naphthyridin-2-yl)butyl]amino]-2-[[1-[3-(fluoromethyl)pyrazin-2-yl]cyclopropanecarbonyl]amino]butanoic acid